SNP(O)(O)=O phosphoric acid, sulfanylamide